OCCCCCCCCCCCCCCCCCCCCCCCCCCCCCCC(=O)N[C@@H](CO)[C@H](O)CCCCCCCCCCCCCCC N-(31-hydroxy-hentriacontanoyl)-sphinganine